3-(2,2-difluoroethoxy)propan-1-ol FC(COCCCO)F